C(C)(C)(C)OC(=O)N1C(C(CCC1)(F)F)N1CCN(CC1)C1=CC2=C(N(C(N2C)=O)C2C(NC(CC2)=O)=O)C=C1 {4-[1-(2,6-Dioxopiperidin-3-yl)-3-methyl-2-oxo-1,3-benzodiazol-5-yl]piperazin-1-yl}-3,3-difluoropiperidine-1-carboxylic acid tert-butyl ester